Phenyl (2,3-dichloro-4-methylphenyl)carbamate ClC1=C(C=CC(=C1Cl)C)NC(OC1=CC=CC=C1)=O